COC1=CC(=NC=C1)C1=NSC(=N1)NC1=NC=C(C=C1)C(F)(F)F 3-(4-methoxy-pyridin-2-yl)-N-(5-(trifluoromethyl)pyridin-2-yl)-1,2,4-thiadiazol-5-amine